FC=1C=C(CNC(C)C)C=C(C1C=1C=C2C(=CN1)NN=C2C=2C=NN(C2)C)C N-(3-fluoro-5-methyl-4-(3-(1-methyl-1H-pyrazol-4-yl)-1H-pyrazolo[3,4-c]pyridin-5-yl)benzyl)propan-2-amine